3-phenylisoxazol-5-amine C1(=CC=CC=C1)C1=NOC(=C1)N